3,4-dichloro-N-methyl-N-(3-methylene-2-oxo-8-(1-pyrrolidinyl)-1-oxaspiro(4.5)dec-7-yl)-benzeneacetamide ClC=1C=C(C=CC1Cl)CC(=O)N(C1CC2(CC(C(O2)=O)=C)CCC1N1CCCC1)C